BrC1=CC=CC=2N(C(NC21)=O)C2CCC(CC2)C(=O)NC2=CC1=C(N=C(O1)C)C=C2 4-(4-bromo-2-oxo-2,3-dihydro-1H-1,3-benzodiazol-1-yl)-N-(2-methyl-1,3-benzooxazol-6-yl)cyclohexane-1-carboxamide